C1CCCC2=CC=CC=C12 (S)-1,2,3,4-tetrahydronaphthalen